3-furan-2-yl-N,N-dimethylacrylamide O1C(=CC=C1)C=CC(=O)N(C)C